6-(6'-amino-6-((ethyl(methyl)amino)methyl)-2'-fluoro-5-(tetrahydro-2H-pyran-4-yl)-[2,3'-bipyridin]-5'-yl)-7-fluoro-3,4-dihydroisoquinolin-1(2H)-one NC1=C(C=C(C(=N1)F)C1=NC(=C(C=C1)C1CCOCC1)CN(C)CC)C=1C=C2CCNC(C2=CC1F)=O